O[C@@H]1[C@H](CCCC1)NC(=O)C1=NC=CC=C1 N-[(1S,2S)-2-hydroxycyclohexyl]pyridine-2-carboxamide